C1=CC=CC=2C3=CC=CC=C3C(C12)COC(NCCCOCCOCCOCCCNC(CCC(=O)O)=O)=O 1-(9H-fluoren-9-yl)-3,19-dioxo-2,8,11,14-tetraoxa-4,18-diaza-docosane-22-oic acid